BrC1=CC(=C2C(=NC=NC2=C1)NC1=C(C2=C(N=CS2)C=C1)F)O[C@@H](CN(C)C)C 7-bromo-5-{[(2R)-1-(dimethylamino)propan-2-yl]oxy}-N-(7-fluoro-1,3-benzothiazol-6-yl)quinazolin-4-amine